6-(3-(4-(hydroxymethyl)phenoxy)azetidin-1-yl)-[1,1'-biphenyl]-2-formic acid OCC1=CC=C(OC2CN(C2)C=2C=CC=C(C2C2=CC=CC=C2)C(=O)O)C=C1